3-((2-((S)-amino(4,4-difluorocyclohexyl)methyl)imidazo[1,2-b]pyridazin-7-yl)methyl)-5,5-difluoropiperidin-2-one N[C@H](C=1N=C2N(N=CC(=C2)CC2C(NCC(C2)(F)F)=O)C1)C1CCC(CC1)(F)F